FC1=C(C(=NO)N)C=CC(=C1)[N+](=O)[O-] 2-fluoro-N'-hydroxy-4-nitrobenzamidine